FC1=C(OC2=CC(=NC=C2)C(=O)NCCC)C=CC(=C1)NC(=O)C=1N=NN(C1C(F)(F)F)C1=C(C=CC=C1)C(F)(F)F 4-(2-fluoro-4-(5-(trifluoromethyl)-1-(2-(trifluoromethyl)phenyl)-1H-1,2,3-triazole-4-carboxamido)phenoxy)-N-propylpicolinamide